C(CCCCCCC)(=O)C=1C=CC=2N(C3=CC=CC=C3C2C1)C1=CC=C(C=C1)[N+](=O)[O-] 3-octanoyl-N-(4-nitrophenyl)carbazole